4-[5-(2-aminoethyl)pyrimidin-2-yl]-3-[6-(3,3-difluoroazetidin-1-yl)-2-methylpyrimidin-4-yl]oxybenzonitrile NCCC=1C=NC(=NC1)C1=C(C=C(C#N)C=C1)OC1=NC(=NC(=C1)N1CC(C1)(F)F)C